C(CCCCCCC)OC(C(CC(C(=O)N(CC(CCCC)CC)CC(CCCC)CC)=O)=O)=O.N1C=C(C2=CC=CC=C12)CCNC(NC1(CCCCC1)C(=O)NC1=CC(=CC=C1)C(C)C)=O 1-(3-(2-(1H-indol-3-yl)ethyl)ureido)-N-(3-isopropylphenyl)cyclohexane-1-carboxamide octyl-5-(bis(2-ethylhexyl)amino)-2,4,5-trioxopentanoate